O.[Ni].[P] phosphorus nickel water